O=C1NC(CCC1N1C(C2=CC=C(C=C2C1=O)N1CCC(CC1)CC1CCNCC1)=O)=O 2-(2,6-dioxo-3-piperidyl)-5-[4-(4-piperidylmethyl)-1-piperidyl]isoindoline-1,3-dione